ClC1=CC=NC=2C(=NCCC12)C 4-chloro-8-methyl-5,6-dihydro-1,7-naphthyridine